di(2,4-dimethylphenyl)p-phenylenediamine CC1=C(C=CC(=C1)C)NC1=CC=C(C=C1)NC1=C(C=C(C=C1)C)C